C1=CC=C2C(=C1)C(=O)NS2 Benzisothiazolinone